FC=1C=CC(=C(C1)NC(C1=CC(=CC=C1)S(=O)(=O)N1CCC2=CC=CC=C12)=O)C N-(5-fluoro-2-methylphenyl)-3-(indolin-1-ylsulfonyl)benzamide